S(=O)(=O)(O)CCCC(=C(C(=O)[O-])C)CC[NH+](C)C.BrC1=C(C(=C(C(=O)NC=2OC(=NN2)C)C(=C1)F)C)NC(=O)N(CC)CC 4-bromo-3-[[(diethylamino)carbonyl]amino]-6-fluoro-2-methyl-N-(5-methyl-1,3,4-oxadiazol-2-yl)benzamide Sulfopropyldimethylammonioethyl-Methacrylate